iron sulphite S(=O)([O-])[O-].[Fe+2]